C1(CCCCC1)N1C(N(C2=CC=CC=C2C1=O)CC1=CC=C(C(=O)NO)C=C1)=O 4-((3-cyclohexyl-2,4-dioxo-3,4-dihydroquinazolin-1(2H)-yl)methyl)-N-hydroxybenzoamide